CNN1C=C(C(C2=CC=CN=C12)=O)C(=O)[O-] 1-(methylamino)-4-oxo-1,8-naphthyridine-3-carboxylate